C(C=C)(=O)N1C[C@@H](N(C[C@H]1C)C1=NC(N2C3=C(C(=C(C=C13)Cl)C1=C(C=C(C=C1)F)F)OC[C@@H]2COC[C@@H]2N(CCC2)C)=O)C (3S)-7-((2S,5R)-4-acryloyl-2,5-dimethylpiperazin-1-yl)-9-chloro-10-(2,4-difluorophenyl)-3-((((R)-1-methylpyrrolidin-2-yl)methoxy)methyl)-2H-[1,4]oxazino[2,3,4-ij]quinazolin-5(3H)-one